P(=S)(SCCC[Si](OC)(OC)C)([S-])[O-] (3-methyldimethoxysilyl-1-propyl) trithiophosphate